CC1=C(SC(=N1)[N+]2=NC(=NN2C3=CC=CC=C3)C4=CC=CC=C4)C 3-(4,5-dimethyl-2-thiazolyl)-2,5-diphenyl-2H-tetrazolium